BrC=1N=CC=2N(C1)C=NC2C(=O)OCC ethyl 6-bromoimidazo[1,5-a]pyrazine-1-carboxylate